Cl.C(C)N(CCNC(C1=C(C=CC(=C1)S(=O)(=O)C)OC)=O)CC N-[2-(diethylamino)ethyl]-2-methoxy-5-(methylsulfonyl)benzamide hydrochloride